C([O-])([O-])=O.[Pb+2].[Pd+2].C([O-])([O-])=O palladium-lead carbonate